2-(methylthio)pyrido[4',3':4,5]thieno[2,3-d]pyrimidine CSC=1N=CC2=C(N1)SC1=C2C=CN=C1